NC1=NC=C(C2=C1C=NN2)NC(=O)C(=O)N(CC2=NC=CC=C2C)CC2=CC=CC=C2 N-(4-amino-1H-pyrazolo[4,3-c]pyridin-7-yl)-N'-benzyl-N'-[(3-methyl-2-pyridyl)methyl]oxamide